Methyl-4'H,6'H-spiro[piperidine-3,7'-pyrano[3,4-d]oxazole]-2,6-dione CC=1OC2=C(N1)COCC21C(NC(CC1)=O)=O